C(C)(C)(CC)[SiH](C(C)C)C(C)C tert-amyl-diisopropyl-silane